ketoamine valerate hydrochloride Cl.C(CCCC)(=O)O.O=N